N-(4-(4-(7-(4,4-difluoropiperidin-1-yl)furo[2,3-c]pyridin-5-yl)-1H-1,2,3-triazol-1-yl)-3-(spiro[2.5]oct-5-en-6-yl)phenyl)-2-hydroxyethane-1-sulfonamide FC1(CCN(CC1)C=1N=C(C=C2C1OC=C2)C=2N=NN(C2)C2=C(C=C(C=C2)NS(=O)(=O)CCO)C2=CCC1(CC1)CC2)F